N1=NC(=CC=C1)C(=N)N pyridazine-3-carboxamidine